4-[4-[(E)-3-(4-Chloro-3-nitrophenyl)prop-2-enoyl]phenoxy]butanoic acid ClC1=C(C=C(C=C1)/C=C/C(=O)C1=CC=C(OCCCC(=O)O)C=C1)[N+](=O)[O-]